4-(difluoromethyl)-3-methoxy-N-(6-methyl-5-(7-(methylamino)-1,6-naphthyridin-3-yl)pyridin-3-yl)pyridineamide FC(C1=C(C(=NC=C1)C(=O)NC=1C=NC(=C(C1)C=1C=NC2=CC(=NC=C2C1)NC)C)OC)F